FC1=C(C(=CC=C1)F)C1=CC(=CC2=C1C(=NO2)N2C(N1C(=C2)C([C@@H](C1)NS(=O)(=O)C)(F)F)=O)F N-{(6R)-2-[4-(2,6-difluorophenyl)-6-fluoro-1,2-benzoxazol-3-yl]-7,7-difluoro-3-oxo-2,5,6,7-tetrahydro-3H-pyrrolo[1,2-c]imidazol-6-yl}methanesulfonamide